N,N-Dibenzyl-5-bromo-4'-chloro-2'-(methylthio)-5',8'-dihydrospiro[isochromane-4,7'-pyrano[4,3-d]pyrimidin]-6-amine C(C1=CC=CC=C1)N(C=1C(=C2C(=CC1)COCC21CC=2N=C(N=C(C2CO1)Cl)SC)Br)CC1=CC=CC=C1